ClC1=CC=CC2=C(C3=CC=CC=C3C(=C12)OC(=O)CCC)OC(=O)CCC 1-chloro-9,10-bis(n-propylcarbonyloxy)anthracene